CC1=C(C=CC=C1)C=1C(=C(C(=C(C1N)C)C)C)N tetramethylbiphenyl-2,6-diamine